(aminomethyl)-6-(4-(tert-butyl)-2-hydroxyphenyl)-2-methylnicotinic acid NCC=1C(=NC(=C(C(=O)O)C1)C)C1=C(C=C(C=C1)C(C)(C)C)O